C(OC1=CC=C(C=C1)[N+](=O)[O-])(OC1CC(C1)C1=NC=CC2=C1N=CS2)=O 4-nitrophenyl ((1r,3r)-3-(thiazolo[4,5-c]pyridin-4-yl)cyclobutyl) carbonate